Cl.N[C@@H]1[C@@H](OCC12CCN(CC2)C=2N=CC(=NC2)SC2=C(C(=NC=C2)NC2=NC(=NC=C2)N2CCC(CC2)(O)COC)Cl)C 1-(4-((4-((5-((3S,4S)-4-amino-3-methyl-2-oxa-8-azaspiro[4.5]decane-8-yl)pyrazin-2-yl)thio)-3-chloropyridin-2-yl)amino)pyrimidin-2-yl)-4-(methoxymethyl)piperidin-4-ol hydrochloride